3-fluoro-6,12-dioxoindolo[2,1-b]quinazoline-8-carbonitrile FC1=CC=C2C(N3C(=NC2=C1)C(C1=CC(=CC=C13)C#N)=O)=O